N1C=CC2=CC=C3C(=C12)C=CC=C3 benzo[g]indole